6-(hydroxymethyl)-N-isopropyl-N-methylpyridineamide OCC1=CC=CC(=N1)C(=O)N(C)C(C)C